C(N)(=O)C1=CC(=C(C=C1)C1=CC(=CC(=C1)O)CN1[C@H](C[C@H](C1)O)C(=O)N[C@@H](C)C1=CC=C(C(=O)O)C=C1)C 4-((S)-1-((2R,4R)-1-((4'-carbamoyl-5-hydroxy-2'-methyl-[1,1'-biphenyl]-3-yl)methyl)-4-hydroxypyrrolidine-2-carboxamido)ethyl)benzoic acid